C1(=CC=CC2=CC=CC=C12)C=CC(=O)N1C(OCC1C1=CC=CC=C1)=O 3-(3-(naphthalen-1-yl)acryloyl)-4-phenyloxazolidin-2-one